N1(CCC1)CC1(CC1)NC(C(C)(C)C1=CC(=C(C=C1)F)C)=O N-(1-(azetidin-1-ylmethyl)cyclopropyl)-2-(4-fluoro-3-methylphenyl)-2-methylpropanamide